C1(CC1)C(=O)NC1=NC=C(C(=O)N)C(=C1)NC1=C(C(=CC=C1)C=1C=NN(C1)[C@H]1COC[C@@H]1F)OC 6-(cyclopropanecarboxamido)-4-((3-(1-((3S,4R)-4-fluorotetrahydrofuran-3-yl)-1H-pyrazol-4-yl)-2-methoxyphenyl)amino)nicotinamide